ClC1=CC=C(C=C1)C(C)(C)N1C[C@@](CC1)([C@@H]1OC(C1)(C)C)CCC1=NC=C(C=C1)S(=O)(=O)C |o1:15| 2-(2-((R)-1-(2-(4-chlorophenyl)propan-2-yl)-3-((R or S)-4,4-dimethyloxetan-2-yl)pyrrolidin-3-yl)ethyl)-5-(methylsulfonyl)pyridine